BrC1=CC=CC(=N1)NC(CN(C(CN1N=C(C2=CC=CC=C12)C(=O)N)=O)C(C)C)=O 1-(2-((2-((6-bromopyridin-2-yl)amino)-2-oxoethyl)(isopropyl)amino)-2-oxoethyl)-1H-indazole-3-carboxamide